C(CCC(=O)OCC=CCCC=CCC)(=O)OCC=CCCC=CCC nona-2,6-dien-1-yl (nona-2,6-dien-1-yl) succinate